1-(((2R,5R)-3-(4-Cyano-3-(trifluoromethyl)phenyl)-2-(trifluoromethyl)oxazolidin-5-yl)methyl)piperidin-4-carbonitril C(#N)C1=C(C=C(C=C1)N1[C@H](O[C@@H](C1)CN1CCC(CC1)C#N)C(F)(F)F)C(F)(F)F